BrC1=NC(=CC(=C1)C1=CC2=CC=CC=C2C=C1)Br 2,6-dibromo-4-(naphthalen-2-yl)pyridine